N1N=CC(=C1)B1OC(C)(C)C(C)(C)O1 1H-4-pyrazolylboronic acid pinacol ester